8-(4-methoxyphenyl)-6-methyl-7-(4-nitrophenyl)pyrrolo[1,2-a]pyrazin-1-ol COC1=CC=C(C=C1)C=1C(=C(N2C1C(=NC=C2)O)C)C2=CC=C(C=C2)[N+](=O)[O-]